(E)-2-((4-oxo-4-(1-(4-(trifluoromethyl)phenyl)cyclobutoxy)but-2-enoyl)oxy)acetic acid O=C(/C=C/C(=O)OCC(=O)O)OC1(CCC1)C1=CC=C(C=C1)C(F)(F)F